CCCO methyl-monoethanol